tert-Butyl 3-(5-(4,4,5,5-tetramethyl-1,3,2-dioxaborolan-2-yl)pyridin-2-yl)-3,6-diazabicyclo[3.1.1]heptane-6-carboxylate CC1(OB(OC1(C)C)C=1C=CC(=NC1)N1CC2N(C(C1)C2)C(=O)OC(C)(C)C)C